(S)-9-ethyl-5-fluoro-9-hydroxy-1,2,12,15-tetrahydro-7H,13H-pyrano[3',4':6,7]indolizino[2,1-b][1,4]thiazino[2,3,4-ij]quinoline-7,10,13(9H)-trione C(C)[C@]1(C(OCC=2C(N3CC=4N5C6=C(C=C(C=C6C(C4C3=CC21)=O)F)SCC5)=O)=O)O